BrC1=CC(=NC=C1)NC(=O)[C@H]1[C@@H](C1)C (1R,2R)-N-(4-bromo-2-pyridyl)-2-methyl-cyclopropanecarboxamide